FC(C1=CC=C(C=N1)OC[C@H]1C[C@H](C1)NC(OC(C)(C)C)=O)(F)F tert-Butyl (cis-3-(((6-(trifluoromethyl)pyridin-3-yl)oxy)methyl)-cyclobutyl)carbamate